NC1=NC2=CC=C(C=C2C=C1Cl)C(=O)N([C@H](C)C1=NC=CC=C1F)CC=1N=NC(=CC1)Br 2-amino-N-((6-bromo-3-pyridazinyl)methyl)-3-chloro-N-((1R)-1-(3-fluoro-2-pyridinyl)ethyl)-6-quinolinecarboxamide